C(C)(C)(C)OC(N(C)[C@@H]1C[C@H](C1)OC1=C2C=NN(C2=CC(=C1)Br)C1OCCCC1)=O trans-N-[3-(6-bromo-1-tetrahydropyran-2-yl-indazol-4-yl)oxycyclobutyl]-N-methyl-carbamic acid tertiary Butyl ester